Titanium(IV) Oxide [O-2].[Ti+4].[O-2]